N-((6-((3R,5S)-3,5-dimethylpiperazin-1-yl)pyridin-2-yl)methyl)-5-((2R*,4R*)-2-methyltetrahydro-2H-pyran-4-yl)-7H-pyrrolo[2,3-d]pyrimidin-4-amine C[C@@H]1CN(C[C@@H](N1)C)C1=CC=CC(=N1)CNC=1C2=C(N=CN1)NC=C2[C@H]2C[C@H](OCC2)C |o1:25,27|